3-acryloxypropyltris(2-methoxyethoxy)silane C(C=C)(=O)OCCC[Si](OCCOC)(OCCOC)OCCOC